[2-(2-aminophenyl)phenyl]palladium(I) NC1=C(C=CC=C1)C1=C(C=CC=C1)[Pd]